C(C)C1=CC=C2CC[C@@H](N(C2=C1)S(=O)(=O)C=1C=CC(=C(CO)C1)OCC1CCOCC1)C (S)-5-((7-Ethyl-2-methyl-3,4-dihydroquinolin-1(2H)-yl)sulfonyl)-2-((tetrahydro-2H-pyran-4-yl)methoxy)benzyl alcohol